Cl.C[C@@]1(CNCCC1)O (3R)-3-methylpiperidin-3-ol hydrogen chloride salt